C(C)(=O)NC1=CC=C(C=C1)C1=C2CN(C(C2=CC=C1)=O)C(C(=O)NC(CO[Si](C1=CC=CC=C1)(C1=CC=CC=C1)C(C)(C)C)C=1OC(=NN1)C)CO 2-(4-(4-acetamidophenyl)-1-oxoisoindolin-2-yl)-N-(2-((tert-butyldiphenylsilyl)oxy)-1-(5-methyl-1,3,4-oxadiazol-2-yl)ethyl)-3-hydroxypropanamide